ethylenebis(iodoacetamide) C(CC(C(=O)N)I)C(C(=O)N)I